1-[3-chloro-2-hydroxypropyl]-2-methyl-5-nitroimidazole ClCC(CN1C(=NC=C1[N+](=O)[O-])C)O